C(CCC)[C@@H]1N[C@H](C2=CC=C(C=C2C1)OC)C=1C=CC(=NC1)C(=O)NC1CCC1 5-((1R,3S)-3-butyl-6-methoxy-1,2,3,4-tetrahydroisoquinolin-1-yl)-N-cyclobutylpyridinecarboxamide